phthalonitrile silicon [Si].C(C=1C(C#N)=CC=CC1)#N